3-(4-(3-((5-(2,6-dimethyl-4-(trifluoromethoxy)phenyl)-1,3,4-oxadiazol-2-yl)amino)azetidin-1-yl)-2,6-difluorophenyl)piperidine-2,6-dione CC1=C(C(=CC(=C1)OC(F)(F)F)C)C1=NN=C(O1)NC1CN(C1)C1=CC(=C(C(=C1)F)C1C(NC(CC1)=O)=O)F